C(C)(=O)NCC1CCN(CC1)CC=1C=C(C=C(C1)C1=CC(=CC(=C1)Cl)Cl)OC=1C=CC(=NC1)NCC(C)(C)NC(OC(C)(C)C)=O tert-Butyl (1-((5-((5-((4-(acetamidomethyl)piperidin-1-yl)methyl)-3',5'-dichloro-[1,1'-biphenyl]-3-yl)oxy)pyridin-2-yl)amino)-2-methylpropan-2-yl)carbamate